CC1(CN(C2=CC=CC=C12)S(=O)(=O)C1=C2C=CNC(C2=CC=C1)=O)C 5-((3,3-Dimethylindolin-1-yl)sulfonyl)isoquinolin-1(2H)-one